D-tagatose 1,6-bisphosphate P(=O)(O)(O)OCC(=O)[C@@H](O)[C@@H](O)[C@H](O)COP(=O)(O)O